COC=1C=C(C=CC1N1CCC(CC1)C1=C(C(=NO1)C)NC(=O)O[C@H](C)C1=CC=CC=C1)C1(CC1)C(=O)O 1-[3-methoxy-4-[4-[3-methyl-4-[[(1R)-1-phenylethoxy]carbonylamino]isoxazol-5-yl]-1-piperidyl]phenyl]cyclopropanecarboxylic acid